ethyl 1,3-diallyl-2,4-dioxo-1,2,3,4-tetrahydropyrimidine-5-carboxylate C(C=C)N1C(N(C(C(=C1)C(=O)OCC)=O)CC=C)=O